Erbium(III) triflate [O-]S(=O)(=O)C(F)(F)F.[Er+3].[O-]S(=O)(=O)C(F)(F)F.[O-]S(=O)(=O)C(F)(F)F